tert-butyl 3-(4-(4-(2-(4-(2,6-bis(benzyloxy)pyridin-3-yl)phenoxy)acetyl)piperazin-1-yl)pyridin-3-yl)azetidine-1-carboxylate C(C1=CC=CC=C1)OC1=NC(=CC=C1C1=CC=C(OCC(=O)N2CCN(CC2)C2=C(C=NC=C2)C2CN(C2)C(=O)OC(C)(C)C)C=C1)OCC1=CC=CC=C1